C(CCCCC)C(C(=O)OCCCCCCCCN(CCOC(NCCCN(CC)CC)=O)CCCCCCCOC(CCCCCCCCC)=O)CCCCCCCC 12-(7-(decanoyloxy) heptyl)-3-ethyl-8-oxo-9-oxa-3,7,12-triazaicosan-20-yl 2-hexyldecanoate